(S)-1-(5-chloro-2-(2-methylpiperazin-1-yl)pyrimidin-4-yl)-N-(2-(imidazo[1,2-a]pyridin-3-yl)propan-2-yl)azetidine-3-carboxamide ClC=1C(=NC(=NC1)N1[C@H](CNCC1)C)N1CC(C1)C(=O)NC(C)(C)C1=CN=C2N1C=CC=C2